FC1=C(C=CC(=C1F)C=1C=NN(C1)C1OCCCC1)N1CCN(CC1)C(=O)N1CCCC1 (4-(2,3-difluoro-4-(1-(tetrahydro-2H-pyran-2-yl)-1H-pyrazol-4-yl)phenyl)piperazin-1-yl)(pyrrolidin-1-yl)methanone